4-(Benzenesulfonyl)-2-chloro-6-nitrophenol C1(=CC=CC=C1)S(=O)(=O)C1=CC(=C(C(=C1)[N+](=O)[O-])O)Cl